2-[2-[2-[[2-[2-[2-(9H-fluoren-9-ylmethoxycarbonylamino)ethoxy]ethoxy]acetyl]amino]ethoxy]ethoxy]acetic amide C1=CC=CC=2C3=CC=CC=C3C(C12)COC(=O)NCCOCCOCC(=O)NCCOCCOCC(=O)N